2-((1r,2r)-1-(2-cyano-5-fluorophenyl)-1-(1-(2-methoxyethyl)-5-methyl-1H-pyrazol-4-yl)propan-2-yl)-5-hydroxy-N-(isoxazol-4-yl)-1-methyl-6-oxo-1,6-dihydropyrimidine-4-carboxamide C(#N)C1=C(C=C(C=C1)F)[C@@H]([C@@H](C)C=1N(C(C(=C(N1)C(=O)NC=1C=NOC1)O)=O)C)C=1C=NN(C1C)CCOC